[Cl-].C(C(=C)C)(=O)NCC[N+](C)(C)C 2-(methacrylamido)ethyl-trimethyl-ammonium chloride